BrC=1C=C2CCCC(C2=CC1)(C)C 6-bromo-1,1-dimethyl-1,2,3,4-tetrahydronaphthalene